Racemic-benzyl 3-((tert-butoxycarbonyl) amino)-1-oxa-8-azaspiro[4.5]decane-8-carboxylate C(C)(C)(C)OC(=O)N[C@H]1COC2(C1)CCN(CC2)C(=O)OCC2=CC=CC=C2 |r|